N-(4-(4-amino-5-(4-(4,4-difluoropiperidine-1-carbonyl)phenyl)-7-methyl-7H-pyrrolo[2,3-d]pyrimidin-6-yl)phenyl)methacrylamide NC=1C2=C(N=CN1)N(C(=C2C2=CC=C(C=C2)C(=O)N2CCC(CC2)(F)F)C2=CC=C(C=C2)NC(C(=C)C)=O)C